Iridium-manganese oxide [O-2].[Mn+2].[Ir+3]